C(C)(C)(C)OC(=O)NC1=NC=CC=C1[C@@H](C1=CC(=C(C=C1)C(C)C)F)NC(=O)[C@H]1N(C[C@@H](C1)F)C(=O)OC(C)(C)C tert-butyl (2s,4R)-2-(((R)-(2-((tert-butoxycarbonyl) amino) pyridin-3-yl) (3-fluoro-4-isopropylphenyl) methyl) carbamoyl)-4-fluoropyrrolidine-1-carboxylate